NC([C@H](C[C@H]1C(NCC1)=O)NC(=O)[C@@H]1[C@H]2C([C@H]2CN1C(COC1=CC=C(C=C1)OC(F)(F)F)=O)(C)C)=O (1R,2S,5S)-N-((S)-1-Amino-1-oxo-3-((S)-2-oxopyrrolidin-3-yl)propan-2-yl)-6,6-dimethyl-3-(2-(4-(trifluoromethoxy)phenoxy)acetyl)-3-azabicyclo[3.1.0]hexane-2-carboxamide